BrC1=CC=C(OCCCC)C=C1 4-(4-bromophenoxy)butan